CN1N=C2[C@@H](N(CCC2=C1C=1C=NN(C1)C)C(=O)C=1C=C2C=CC=NC2=CC1)C (S)-(2,7-dimethyl-3-(1-methyl-1H-pyrazol-4-yl)-2,4,5,7-tetrahydro-6H-pyrazolo[3,4-c]pyridin-6-yl)(quinolin-6-yl)methanone